4-(3-Ethoxy-3-oxopropyl)pyridine C(C)OC(CCC1=CC=NC=C1)=O